ClC1=NC(=CC(=C1C(=O)NC=1SC2=C(N1)CN(C2)C(C2=CC=C(C=C2)OC(F)F)=O)C2=CC=NC=C2OC)C 2-Chloro-N-(5-(4-(difluoro-methoxy)benzoyl)-5,6-dihydro-4H-pyrrolo[3,4-d]thiazol-2-yl)-5'-methoxy-6-methyl-[4,4'-bipyridine]-3-carboxamide